cobalt (II) (2-ethylhexyl) (p-nonylphenyl) phosphate P(=O)(OCC(CCCC)CC)(OC1=CC=C(C=C1)CCCCCCCCC)[O-].[Co+2].C(C)C(COP(=O)(OC1=CC=C(C=C1)CCCCCCCCC)[O-])CCCC